CO[NH2+]CCC1=CC=CC=C1 Methoxyphenethylammonium